3-(5-(methylsulfanyl)-1-oxoisoindolin-2-yl)piperidine-2,6-dione CSC=1C=C2CN(C(C2=CC1)=O)C1C(NC(CC1)=O)=O